bis(2,4-pentanedionyl)palladium C(C(CC(C)=O)=O)[Pd]CC(CC(C)=O)=O